C(C)(=O)C1=C(C=CC=C1)C1=NC2=C(N1C=1C=C3CCC(NC3=CC1)=O)C=CC(=C2)C(=O)NC 2-(2-acetylphenyl)-N-methyl-1-(2-oxo-3,4-dihydro-1H-quinolin-6-yl)benzimidazole-5-carboxamide